N,N-bis-(2-hydroxyethyl)-aniline OCCN(C1=CC=CC=C1)CCO